C(=CCCC)P(O)(=O)CC pentenyl-ethyl-phosphinic acid